[4-(methylthio)phenyl]methanone CSC1=CC=C(C=C1)C=O